CN1CCN(CC1)CCCOC1=C(C(=CC=C1)B1OC(C(O1)(C)C)(C)C)C 1-methyl-4-(3-(2-methyl-3-(4,4,5,5-tetramethyl-1,3,2-dioxaborolan-2-yl)phenoxy)propyl)piperazine